(R)-1-(4-(4-((1-(3-(difluoromethyl)-2-fluorophenyl)ethyl)amino)-7-methoxy-2-methylpyrido[2,3-d]pyrimidin-6-yl)-5,6-dihydropyridin-1(2H)-yl)-2-methoxyethan-1-one FC(C=1C(=C(C=CC1)[C@@H](C)NC=1C2=C(N=C(N1)C)N=C(C(=C2)C2=CCN(CC2)C(COC)=O)OC)F)F